Methyl 1,3-dioxo-2-benzofuran-4-carboxylate O=C1OC(C2=C1C=CC=C2C(=O)OC)=O